(S or R)-5-(2-(3-(1-(tert-butyl)-1H-imidazol-2-yl)-3-(2-(5-fluorothiophen-2-yl)ethyl)pyrrolidin-1-yl)propan-2-yl)-2-methylpyridine C(C)(C)(C)N1C(=NC=C1)[C@@]1(CN(CC1)C(C)(C)C=1C=CC(=NC1)C)CCC=1SC(=CC1)F |o1:9|